5-(2,4-dimethylpyrimidin-5-yl)-2-hydroxycyclohepta-2,4,6-trien-1-one CC1=NC=C(C(=N1)C)C1=CC=C(C(C=C1)=O)O